5-bromo-1,3-dihydro-pyrrole BrC1=CCCN1